6-tertiary butyl-4-(methoxy)phenol C(C)(C)(C)C1=CC(=CC=C1O)OC